2-[4-(5-methyl[1,2,4]triazolo[1,5-a]pyrimidin-7-yl)piperazin-1-yl]-1,3-benzothiazole CC1=NC=2N(C(=C1)N1CCN(CC1)C=1SC3=C(N1)C=CC=C3)N=CN2